FC1(C(=C(C(C1(F)F)(F)F)OCC(F)(F)F)OCC(F)(F)F)F 3,3,4,4,5,5-hexafluoro-1,2-bis(2,2,2-trifluoroethoxy)cyclopent-1-ene